2-diazo-1-(2,3-dihydrobenzofuran-2-yl)ethanone [N+](=[N-])=CC(=O)C1OC2=C(C1)C=CC=C2